(E)-4-decanol CCCC(CCCCCC)O